N-[(6-Amino-2-pyridyl)sulfonyl]-5-[(E)-2-[4-(trifluoromethyl)phenyl]vinyl]-2-(2,2,4-trimethylpyrrolidin-1-yl)pyridin-3-carboxamid NC1=CC=CC(=N1)S(=O)(=O)NC(=O)C=1C(=NC=C(C1)\C=C\C1=CC=C(C=C1)C(F)(F)F)N1C(CC(C1)C)(C)C